2-[6-(S-ethylsulfonimidoyl)-3-(ethylsulfonyl)pyridin-2-yl]-3-methyl-6-(trifluoromethyl)-3H-imidazo[4,5-c]pyridine C(C)S(=O)(=N)C1=CC=C(C(=N1)C1=NC2=C(C=NC(=C2)C(F)(F)F)N1C)S(=O)(=O)CC